S(=O)(=O)(O)C12CC3CC(CC(C1)C3)C2 sulfoadamantane